CN1C(=NN=C1S(=O)(=O)C)CSCC1=CC=C(C=C1)C 4-methyl-3-(((4-methylbenzyl)thio)methyl)-5-(methylsulfonyl)-4H-1,2,4-triazole